NC1=CC(=C(C=C1)C(C(F)(F)F)(C(F)(F)F)O)F 2-(4-amino-2-fluorophenyl)-1,1,1,3,3,3-hexafluoropropan-2-ol